C(C1=CC=CC=C1)[C@H](C(=O)O)CNC(=O)OC(C)(C)C (2S)-2-benzyl-3-[(tert-butoxycarbonyl)amino]propionic acid